2-benzyl-6-(tert-butyldimethylsilyl)-4-methyl-1,2,4-triazine-3,5(2H,4H)-dione C(C1=CC=CC=C1)N1N=C(C(N(C1=O)C)=O)[Si](C)(C)C(C)(C)C